tert-butyl 4-[5-[[4-methyl-6-(methylamino) pyrimidin-2-yl]amino]-2,3-dihydrobenzofuran-7-yl]piperidine-1-carboxylate CC1=NC(=NC(=C1)NC)NC=1C=C(C2=C(CCO2)C1)C1CCN(CC1)C(=O)OC(C)(C)C